O=C(/C=C/C(=O)OC)C(C1=CC=CC=C1)=O methyl (2E)-4,5-dioxo-5-phenylpent-2-enoate